di-ethoxysilane C(C)O[SiH2]OCC